(12aR)-10-Chloro-9-(2-hydroxy-6-methylphenyl)-2-(prop-2-enoyl)-1,2,3,4,12,12a-hexahydro-6H-pyrazino[2,1-c][1,4]benzoxazepine-8-carbonitrile ClC1=C(C(=CC=2CN3[C@@H](COC21)CN(CC3)C(C=C)=O)C#N)C3=C(C=CC=C3C)O